dithiole C1C=CSS1